ClC1=NC=CC(=C1F)C1=CC(=C(OC[C@@](CC(C)C)(C)NC(OC(C)(C)C)=O)C=C1)C#N (S)-tert-butyl (1-(4-(2-chloro-3-fluoropyridin-4-yl)-2-cyanophenoxy)-2,4-dimethylpentan-2-yl)carbamate